COC(C1=NC(=C(C=C1)N)C#CC[C@@H]([C@@H](C1=CC(=C(C(=C1)OC)C)OC)O[Si](C)(C)C(C)(C)C)OC1CCCC1)=O 5-amino-6-((4S,5R)-5-((tert-Butyldimethylsilyl)oxy)-4-(cyclopentyloxy)-5-(3,5-dimethoxy-4-methylphenyl)pent-1-yn-1-yl)picolinic acid methyl ester